HYDROXYTRYPTAMINE HYDROCHLORIDE Cl.ONCCC1=CNC2=CC=CC=C12